N1=CN=C(C=C1)CC(=O)O 4-PYRIMIDINEACETIC ACID